BrC=1N=C(SC1)C(C)=O 1-(4-bromo-1,3-thiazol-2-yl)ethanone